tert-butyl N-{3-bromo-5-chloro-6-fluorofuro[3,2-b]pyridin-7-yl}-N-(thiophen-2-ylmethyl)carbamate BrC1=COC=2C1=NC(=C(C2N(C(OC(C)(C)C)=O)CC=2SC=CC2)F)Cl